5-amino-2-cyanopyridine NC=1C=CC(=NC1)C#N